(R)-N-((R)-5-(3,5-difluorophenyl)-6,7-dihydro-5H-pyrrolo[1,2-a]imidazol-2-yl)-2-(piperidin-1-yl)propanamide FC=1C=C(C=C(C1)F)[C@H]1CCC=2N1C=C(N2)NC([C@@H](C)N2CCCCC2)=O